4-methylthiobenzylamine CSC1=CC=C(CN)C=C1